N4-(cyclopentylmethyl)-N2-(2-methoxy-4-(methylsulfonyl)phenyl)-7H-pyrrolo[2,3-d]pyrimidine-2,4-diamine C1(CCCC1)CNC=1C2=C(N=C(N1)NC1=C(C=C(C=C1)S(=O)(=O)C)OC)NC=C2